C(#N)C1(CC1)C1=CC=C(C(=O)NC2=CC(=CC=C2)C#CC2=NC=CC=C2)C=C1 4-(1-CYANOCYCLOPROPYL)-N-(3-(PYRIDIN-2-YLETHYNYL)PHENYL)BENZAMIDE